NC1=CC=CCN1C[C@H]1NC([C@H](SCC1)C1=CC(=CC=C1)C1=CC=C(C=C1)Cl)=O 6-amino-N-[[(2R,5S)-2-[3-(4-chlorophenyl)phenyl]-3-oxo-1,4-thiazepan-5-yl]methyl]pyridine